ethyl (R)-3-((5aS,6R,11bR)-14-(cyclopropylmethyl)-5a-hydroxy-10-methoxy-1,2,5,5a,6,7-hexahydro-6,11b-(epiminoethano)naphtho[1,2-d]azepin-3(4H)-yl)-4,4,4-trifluorobutanoate C1(CC1)CN1CC[C@]23CCN(CC[C@]2([C@H]1CC1=CC=C(C=C13)OC)O)[C@H](CC(=O)OCC)C(F)(F)F